CC=1C(=C2C=NNC2=CC1)C=1C=C(CN2C(C3=CC=CC(=C3CC2)C=2C(=NN(C2)C)C(F)(F)F)=O)C=C(C1)OC(F)(F)F 2-(3-(5-methyl-1H-indazol-4-yl)-5-(trifluoromethoxy)benzyl)-5-(1-methyl-3-(trifluoromethyl)-1H-pyrazol-4-yl)-3,4-dihydroisoquinolin-1(2H)-one